2-(2-phenylbutyrylamino)thiophene-3-carboxylic acid C1(=CC=CC=C1)C(C(=O)NC=1SC=CC1C(=O)O)CC